C(C)C(CN1C(=C(C(C=C1)=O)OC(=O)C(C)(C)C)C)CCCC N-(2-ethylhexyl)-2-methyl-3-t-butylcarbonyloxy-pyridin-4-one